4-(5-nitropyridine-2-yl)butyramide [N+](=O)([O-])C=1C=CC(=NC1)CCCC(=O)N